C(C1=CC=CC=C1)OC(=O)N[C@H]1CN(C[C@@H]([C@H]1OC)F)C(=O)OC(C)(C)C |o1:11,15,16| tert-butyl rel-(3S,4S,5S)-3-(benzyloxycarbonylamino)-5-fluoro-4-methoxy-piperidine-1-carboxylate